6-bromoimidazo[1',2':1,6]pyrido[3,2-d]pyrimidine BrC1=CC2=NC=NC=C2N2C1=NC=C2